benzyl N-(1-oxo-1,4-thiazinan-1-ylidene)carbamate O=S1(CCNCC1)=NC(OCC1=CC=CC=C1)=O